COC1=CC(=C(C=C1OC)C(C(C)C)O)[N+](=O)[O-] 1-(4,5-dimethoxy-2-nitrophenyl)-2-methylpropanol